C(C)(=O)OC1C=CC(O1)=O 5-acetoxy-2(5H)-furanone